5-(2-(((1S,3S)-3-fluorocyclopentyl)methyl)oxazol-5-yl)-6-(quinolin-7-yl)picolinonitrile F[C@@H]1C[C@@H](CC1)CC=1OC(=CN1)C=1C=CC(=NC1C1=CC=C2C=CC=NC2=C1)C#N